CC1=CC=C(C=C1)S(=O)(=O)N/N=C(\C)/C=1C=NC=CC1 4-methyl-N-[(E)-1-(3-pyridyl)ethylideneamino]benzene-sulfonamide